BrC1=C(C(=O)NC2=NN(C3=CC=CC=C23)CC2=CC=C(C=C2)C(F)(F)F)C=CC=C1 2-bromo-N-(1-(4-(trifluoromethyl)benzyl)-1H-indazol-3-yl)benzamide